N-{2-[(3R,4R)-3-fluoro-4-methoxy-piperidin-1-yl]pyrimidin-4-yl}-8-[(2R,3S)-3-(methanesulfonyl-methyl)-2-methylazetidin-1-yl]-5-(propan-2-yl)isoquinolin-3-amine F[C@@H]1CN(CC[C@H]1OC)C1=NC=CC(=N1)NC=1N=CC2=C(C=CC(=C2C1)C(C)C)N1[C@@H]([C@H](C1)CS(=O)(=O)C)C